BrC=1C=C(C(=O)O)C=C(N1)C(NC)=O 2-bromo-6-(methylcarbamoyl)isonicotinic acid